OC1=CC(=C(C=C1)CCC(=O)C1=CC=CC=C1)C 3-(4-hydroxy-2-methylphenyl)-1-phenylpropan-1-one